FC(OC1=CC=C(CN2CCCCC2)C=C1)F 1-(4-(difluoromethoxy)benzyl)piperidin